C(CC(O)(C(=O)O)CC(=O)O)(=O)O.CS(=O)(=O)N methane-sulfonamide citrate